C(CC)(=O)O.C(CC(C1=CC=C(C(=C1)C(C)(C)C)O)C)C(C1=CC=C(C(=C1)C(C)(C)C)O)C ethylenebis-(5-tertiary butyl-4-hydroxy-methyl-toluene) propionate